Methyl (Z)-2-((tert-butoxycarbonyl)amino)-3-(7-fluoro-2-oxo-1,2-dihydroquinolin-3-yl)acrylate C(C)(C)(C)OC(=O)N\C(\C(=O)OC)=C/C=1C(NC2=CC(=CC=C2C1)F)=O